CC1=C(C=CC=C1CCN[C@@H]([C@H]1CNC2=C(N1)N=CC=C2)C2=CC=CC=C2)CC(=O)O 2-(2-methyl-3-(2-(((R)-phenyl((R)-1,2,3,4-tetrahydropyrido[2,3-b]pyrazin-3-yl)methyl)amino)ethyl)phenyl)acetic acid